fluorenylhafnium dichloride [Cl-].[Cl-].C1(=CC=CC=2C3=CC=CC=C3CC12)[Hf+2]